3-acetyl-1-(2-((2-((3-chloro-2-fluorobenzyl)amino)-2-oxoethyl)(isopropyl)amino)-2-oxoethyl)-1H-indole-5-carboxylic acid C(C)(=O)C1=CN(C2=CC=C(C=C12)C(=O)O)CC(=O)N(C(C)C)CC(=O)NCC1=C(C(=CC=C1)Cl)F